2,7-Di-tert-butyl-9-fluorenone C(C)(C)(C)C1=CC=2C(C3=CC(=CC=C3C2C=C1)C(C)(C)C)=O